Methyl ((1R,3R)-3-(7-(4-(dimethylcarbamoyl)phenyl)-8-(1-isopropyl-1H-indazol-5-yl)-3-methyl-2-oxo-3,6-dihydroimidazo[4,5-d]pyrrolo[2,3-b]pyridin-1(2H)-yl)cyclopentyl)carbamate CN(C(=O)C1=CC=C(C=C1)C1=C(C=2C(=NC=C3C2N(C(N3C)=O)[C@H]3C[C@@H](CC3)NC(OC)=O)N1)C=1C=C3C=NN(C3=CC1)C(C)C)C